FC1=C(C=CC(=C1)F)C1=NC=C(C=C1)C1=C(C(=C(C=C1)F)F)F 2-(2',4'-difluorophenyl)-5-(trifluorophenyl)pyridine